Cl.ClC1=CC=C(S1)CNC1=CC(=NN1)C1NCCN(C1)C(=O)N1CCOCC1 N-[(5-chlorothiophen-2-yl)methyl]-3-[4-(morpholine-4-carbonyl)piperazin-2-yl]-1H-pyrazol-5-amine hydrochloride